COC=1C=CC2=C(N=C(O2)C2=CN=C(C3=CN=C(C=C23)NC2=NC=C(C=C2)N2CCOCC2)NC)C1 4-(5-methoxybenzo[d]oxazol-2-yl)-N1-methyl-N6-(5-morpholinopyridin-2-yl)-2,7-naphthyridine-1,6-diamine